(S)-N-(5-(4-fluorophenoxy)pyridin-2-yl)-2-(4-(6-oxo-1,6-dihydropyridine-3-carbonyl)-4,7-diazaspiro[2.5]octan-7-yl)propanamide FC1=CC=C(OC=2C=CC(=NC2)NC([C@H](C)N2CCN(C3(CC3)C2)C(=O)C2=CNC(C=C2)=O)=O)C=C1